(3S,4R,5R)-3-fluoro-4,5-dimethoxypiperidine F[C@H]1CNC[C@H]([C@H]1OC)OC